4,5,6-trifluoro-2,3-dihydro-1H-inden-2-amine hydrochloride Cl.FC1=C2CC(CC2=CC(=C1F)F)N